C(C=C)C=1BC=CC1 allylborol